FC1(CC2CC(CC2C1)C1=NC=CC(=C1NC(=O)C=1C=NC(=NC1)C(C)C)C1=C(C=CC=C1)F)F N-(2-(5,5-difluorooctahydropentalen-2-yl)-4-(2-fluorophenyl)pyridin-3-yl)-2-isopropylpyrimidine-5-carboxamide